EthylHexyl Acrylate CCCCC(CC)COC(=O)C=C